benzoyl peroxide phthalate C(C=1C(C(=O)O)=CC=CC1)(=O)O.C(C1=CC=CC=C1)(=O)OOC(C1=CC=CC=C1)=O